3-Decyltridecyl-7-((4-(Dimethylamino)Butanoyl)Oxy)Tetradecanoate C(CCCCCCCCC)C(CCOC(CCCCCC(CCCCCCC)OC(CCCN(C)C)=O)=O)CCCCCCCCCC